nickel-cobalt aluminium [Al].[Co].[Ni]